C(C)(=O)N1C(CC2=CC=C(C=C12)C(=O)[O-])=O 1-Acetyl-2-oxoindolin-6-carboxylat